COC(CCC=1C=C(C=CC1)C=1C2=C([Se]C1C(=O)O)C=CC(=C2)OC(F)(F)F)=O 3-(3-(3-methoxy-3-oxopropyl)phenyl)-5-(trifluoromethoxy)benzo[b]selenophene-2-carboxylic acid